[Cl-].FC(OC1=CC=C(C=C1)C1=CN=C2N1C=CN=C2NC2=CC(=C(C(=O)N1CCN(CC1)C(C[N+](C)(C)C)=O)C=C2)C)F [2-[4-[4-[[3-[4-(Difluoromethoxy)phenyl]imidazo[1,2-a]pyrazin-8-yl]amino]-2-methyl-benzoyl]piperazin-1-yl]-2-oxo-ethyl]-trimethyl-ammonium chloride